CC1=C(C=2N(C=C1C1=C(C=3N=C(SC3N1C(=O)OC(C)(C)C)C(=O)OC)C(C)C)N=CN2)C 4-(tert-butyl) 2-methyl 5-(7,8-dimethyl-[1,2,4]triazolo[1,5-a]pyridin-6-yl)-6-isopropyl-4H-pyrrolo[3,2-d]thiazole-2,4-dicarboxylate